1-(Bromomethyl)-1-(trifluoromethyl)cyclopropane BrCC1(CC1)C(F)(F)F